1,3-Dimethyl-5-((4-methyl-3,4-dihydro-2H-benzo[b][1,4]oxazin-7-yl)amino)-1,3-dihydro-2H-benzo[d]imidazol-2-one CN1C(N(C2=C1C=CC(=C2)NC=2C=CC1=C(OCCN1C)C2)C)=O